1,3,5,7-tetrahydroxyadamantane OC12CC3(CC(CC(C1)(C3)O)(C2)O)O